C(C)(C)(C)OC(C[C@@H](C1CC1)C1=CC(=C(C=C1)Cl)NC[C@H]([C@H](C(F)(F)F)C)C1=CC2=C(OC(O2)(F)F)C=C1)=O (S)-3-(4-chloro-3-((2R,3R)-2-(2,2-difluorobenzo[d][1,3]dioxolan-5-yl)-4,4,4-Trifluoro-3-methylbutanylamino)phenyl)-3-cyclopropylpropanoic acid tert-butyl ester